CC1=C(C)C=C(C=C1)C 2,5-dimethyl-toluene